ClC=1C=C(C=CC1C(=O)N1CCCCC1)NC1CN(C1)C1CCN(CC1)C([C@@](C(F)(F)F)(C1=CC=CC=C1)O)=O (R)-1-(4-(3-((3-chloro-4-(piperidine-1-carbonyl)phenyl)amino)azetidin-1-yl)piperidin-1-yl)-3,3,3-trifluoro-2-hydroxy-2-phenylpropan-1-one